C(C)(C)(C)OC(=O)N1C(CCCC1)N1N=C(C=2C1=NC=NC2N)I (4-amino-3-iodo-1H-pyrazolo[3,4-d]pyrimidin-1-yl)piperidine-1-carboxylic acid tert-butyl ester